2-(4-(4-(aminomethyl)-1-oxo-1,2-dihydrophthalazin-6-yl)-1-methyl-1H-pyrazol-5-yl)indolizine-1-carbonitrile NCC1=NNC(C2=CC=C(C=C12)C=1C=NN(C1C=1C(=C2C=CC=CN2C1)C#N)C)=O